((S)-2-((S)-2,2-dimethylcyclopropanecarbonyl)-8-(((5-(tetrahydro-2H-pyran-4-yl)isoquinolin-1-yl)oxy)methyl)-2,6-diazaspiro[3.4]octan-6-yl)(thiazol-5-yl)methanone CC1([C@H](C1)C(=O)N1CC2(C1)CN(C[C@H]2COC2=NC=CC1=C(C=CC=C21)C2CCOCC2)C(=O)C2=CN=CS2)C